NC=1C2=C(N=CN1)C(=C(N2C2=CC(=C(C=C2)OC2=NC=CC(=N2)C)F)C2=CC=C(C=C2)NC(C=C)=O)CC N-[4-(4-amino-7-ethyl-5-{3-fluoro-4-[(4-methylpyrimidin-2-yl)oxy]phenyl}-5H-pyrrolo[3,2-d]pyrimidin-6-yl)phenyl]acrylamide